C(C)(=O)OC1([C@H](O[C@@H]2OC(O[C@@H]21)(C)C)COC(C(=O)OCC)(C(=O)OCC)CC2=CC=CC=C2)C#CC diethyl 2-(((3ar,5r,6ar)-6-acetoxy-2,2-dimethyl-6-(prop-1-yn-1-yl) tetrahydrofurano[2,3-d][1,3]dioxol-5-yl) methoxy)-2-phenylmethylmalonate